4-benzyloxy-2-[2-(3,4-difluoro-2-methyl-phenoxy)-4-methyl-5-(trifluoromethyl)-3-pyridinyl]-5-tetrahydropyran-4-yloxy-1,6-naphthyridine C(C1=CC=CC=C1)OC1=CC(=NC2=CC=NC(=C12)OC1CCOCC1)C=1C(=NC=C(C1C)C(F)(F)F)OC1=C(C(=C(C=C1)F)F)C